FC(C1=CC=C(C=C1)C1=NN(C(=C1O)C)C)(F)F 3-(4-(trifluoromethyl)phenyl)-1,5-dimethylpyrazol-4-ol